ClC=1C(=NC=CC1C1=C(C(=NC=C1)C1=CC(=C(C=C1)CNC[C@H]1CCC(N1)=O)OC)Cl)C1=CC(=C(C=C1)CNC[C@@H]1CCC(N1)=O)OC (5S,5'R)-5,5'-(((((3,3'-dichloro-[4,4'-bipyridine]-2,2'-diyl)bis(2-methoxy-4,1-phenylene))bis(methylene))bis(azanediyl))bis(methylene))bis(pyrrolidin-2-one)